CC=1C=C(C=CC1CNC(C1=C(C(=C(C(=C1OC)F)F)F)F)=O)C1=NN2C(NC3=C(CC2)C=C(C=C3)N3CCNCC3)=C1C(=O)N 2-(3-methyl-4-((2,3,4,5-tetrafluoro-6-methoxybenzamido)methyl)phenyl)-7-(piperazin-1-yl)-9,10-dihydro-4H-benzo[d]pyrazolo[1,5-a][1,3]diazepine-3-carboxamide